methyl (S)-2-isocyanatopropionate N(=C=O)[C@H](C(=O)OC)C